ClC=1C(=NC(=NC1)NC1CCOCC1)C1=CC=C2CN(C(C2=C1)=O)CC(N1CCC2=C(CC1)C=NC=N2)=O 6-{5-chloro-2-[(oxacyclohex-4-yl)amino]pyrimidin-4-yl}-2-{2-oxo-2-{5H,6H,7H,8H-pyrimido[4,5-d]azepin-7-yl}ethyl}-2,3-dihydro-1H-isoindol-1-one